OC1=CC=C(C=C1)C(CCCCC(O)C1=CC=C(C=C1)O)O 1,6-bis(4-hydroxyphenyl)-1,6-hexanediol